N-ethyl-N-(2-piperidinoethyl)-p-Phenylenediamine C(C)N(C1=CC=C(C=C1)N)CCN1CCCCC1